NC1=NC(=NC(=N1)N)NCCCCCCN 2,4-diamino-6-(6-aminohexylamino)-1,3,5-triazine